4-(5-chloro-2-methoxy-4-(methylsulfinyl)phenyl)-6-methylnicotinic Acid ClC=1C(=CC(=C(C1)C1=CC(=NC=C1C(=O)O)C)OC)S(=O)C